C(#N)C1=C(C=CC=C1)C(=CC(=O)OCC(COC(C=C(C1=CC=CC=C1)C1=C(C=CC=C1)C#N)=O)(COC(C(=C(C1=CC=CC=C1)C1=CC=CC=C1)C#N)=O)COC(C(=C(C1=CC=CC=C1)C1=CC=CC=C1)C#N)=O)C1=CC=CC=C1 1,3-bis-[2'-cyano-3,3'-diphenylacryloyloxy]-2,2-bis-[2-cyano-3',3'-diphenylacryloyloxy]methylpropane